(trifluoromethyl)bicyclo[1.1.1]pentane FC(F)(F)C12CC(C1)C2